N-(1-(4-(1,1-difluoroethyl)pyrimidin-2-yl)-3,3-dimethyl-2,3-dihydro-1H-pyrrolo[3,2-c]pyridin-6-yl)acetamide FC(C)(F)C1=NC(=NC=C1)N1CC(C=2C=NC(=CC21)NC(C)=O)(C)C